FC(S(=O)(=O)OC=1C=NC=C(C1[Si](CC)(CC)CC)F)(F)F 5-fluoro-4-(triethylsilyl)pyridin-3-yl trifluoromethanesulfonate